butyl 8-(2-phenylpropan-2-yl)-3,8-diazabicyclo[3.2.1]oct-6-ene-3-carboxylate C1(=CC=CC=C1)C(C)(C)N1C2CN(CC1C=C2)C(=O)OCCCC